C(C)(C)(C)C1=C2C=CC=NC2=C(C(=C1)C(C=1C=NC=C(C(=O)NCCCCCCCNC2=C3C(N(C(C3=CC=C2)=O)C2C(NC(CC2)=O)=O)=O)C1)NC(CCC)=O)O 5-((5-(tert-butyl)-8-hydroxyquinolin-7-yl)(butyramido)-methyl)-N-(7-((2-(2,6-dioxopiperidin-3-yl)-1,3-dioxoisoindolin-4-yl)amino)-heptyl)nicotinamide